3-(4-Cyclopropyl-6-methoxypyrimidin-5-yl)-5-(5-(1-isopropyl-4-(trifluoromethyl)-1H-imidazol-2-yl)pyridin-2-yl)-1-methyl-4,5,6,7-tetrahydro-1H-pyrazolo[4,3-c]pyridine C1(CC1)C1=NC=NC(=C1C1=NN(C2=C1CN(CC2)C2=NC=C(C=C2)C=2N(C=C(N2)C(F)(F)F)C(C)C)C)OC